4-amino-1-(1-(3-methyl-4-(pyrrolidin-1-ylmethyl)phenyl)ethyl)-1,3-dihydro-2H-imidazo[4,5-c]quinolin-2-one NC1=NC=2C=CC=CC2C2=C1NC(N2C(C)C2=CC(=C(C=C2)CN2CCCC2)C)=O